ClC=1C=CC(=NC1)[C@@]1(OC2=C(O1)C=CC=C2C2CCN(CC2)C(C)C2=NC1=C(N2C)C=C(C=C1OC)C(=O)OC)C Methyl 2-(1-(4-((S)-2-(5-chloropyridin-2-yl)-2-methylbenzo[d][1,3]dioxol-4-yl)piperidin-1-yl)ethyl)-4-methoxy-1-methyl-1H-benzo[d]imidazole-6-carboxylate